BrCCC(C(=O)OC)OC=1C(=NC(=CC1)Cl)F methyl 4-bromo-2-[(6-chloro-2-fluoro-3-pyridyl)oxy]butanoate